C(C)(C)(C)OC(=O)N1CCC(CC1)C=1N=C2N(C=C(C(=C2)OC(C)C)C(=O)OC)C1 methyl 2-(1-(tert-butoxycarbonyl) piperidin-4-yl)-7-isopropoxylimidazo[1,2-a]pyridine-6-carboxylate